C(N)(=O)C=1C(=NN(C1)C1(C(CN(CC1)CC1=CC=C(C=C1)C#CC)F)CC#N)NC(OC)=O methyl N-[4-carbamoyl-1-[4-(cyanomethyl)-3-fluoro-1-[(4-prop-1-ynylphenyl)methyl]-4-piperidyl]pyrazol-3-yl]carbamate